C(C)(C)(C)OC(NC1=NC=CC(=C1)C=1C=C2C(=NNC2=C(C1)C#CC1CC1)N)=O (4-(3-Amino-7-(cyclopropylethynyl)-1H-indazol-5-yl)pyridin-2-yl)carbamic acid tert-butyl ester